C(C)(C)(C)OC(=O)N1C[C@@H](CC1)NC=1C=C2C=C(C(=NC2=CC1)N1CCN(CC1)C(=O)OC(C)(C)C)Cl tert-butyl 4-[6-[[(3R)-1-tert-butoxycarbonylpyrrolidin-3-yl]amino]-3-chloro-2-quinolyl]piperazine-1-carboxylate